OC1=C(C=C(C=C1C(C)(C)C)C)C1=C(C2=C(NN=N2)C=C1)Cl (2-hydroxy-3-tert-butyl-5-methylphenyl)-chlorobenzotriazole